ClC=1C=C(C=C2C(=C(C=NC12)C#N)NCC(C)(C)C)N[C@@H](C=1C(=NC(=CC1)F)C)C=1N=NN(C1Cl)C1CC1 (S)-8-chloro-6-(((5-chloro-1-cyclopropyl-1H-1,2,3-triazol-4-yl)(6-fluoro-2-methylpyridin-3-yl)methyl)amino)-4-(neopentylamino)quinoline-3-carbonitrile